ethyl 2-[(4S)-4-[2-[5-[(6,7-difluoro-4-methylsulfanyl-1H-indol-5-yl)oxy]-2-fluoro-phenyl]-1H-imidazol-4-yl]-4-methyl-chroman-8-yl]cyclopropanecarboxylate FC1=C(C(=C2C=CNC2=C1F)SC)OC=1C=CC(=C(C1)C=1NC=C(N1)[C@]1(CCOC2=C(C=CC=C12)C1C(C1)C(=O)OCC)C)F